2-(4-(4-((2-(2,6-dioxopiperidin-3-yl)-6-fluoro-1,3-dioxoisoindolin-5-yl)methyl)piperazin-1-yl)phenyl)-2H-indazole-7-carboxamide O=C1NC(CCC1N1C(C2=CC(=C(C=C2C1=O)CN1CCN(CC1)C1=CC=C(C=C1)N1N=C2C(=CC=CC2=C1)C(=O)N)F)=O)=O